(±)-beta-citronellol CC(C)=CCC[C@@H](C)CCO |r|